2-(2-nitrovinyl)benzene [N+](=O)([O-])C=CC1=CC=CC=C1